NC([C@H](C[C@H]1C(NCC1)=O)NC(=O)[C@@H]1CC2(CC2)CCN1C(=O)C=1N(C2=CC=CC=C2C1)C)=O (S)-N-((S)-1-amino-1-oxo-3-((S)-2-oxopyrrolidin-3-yl)propan-2-yl)-6-(1-methyl-1H-indole-2-carbonyl)-6-azaspiro[2.5]octane-5-carboxamide